2-(6-benzyloxyhexyl)-2-methyl-oxirane C(C1=CC=CC=C1)OCCCCCCC1(OC1)C